(2S,11aR)-6-ethoxy-7-fluoro-2-hydroxy-8-methyl-2,3,11,11a-tetrahydro-1H,5H-benzo[f]pyrrolo[2,1-c][1,4]oxazepine-5-one C(C)OC1=C(C(=CC2=C1C(N1[C@@H](CO2)C[C@@H](C1)O)=O)C)F